(R)-4-(7-fluoroimidazo[1,2-a]pyridin-3-yl)-7-((5-(1-methyl-2-oxopyrrolidin-3-yl)pyridin-2-yl)amino)isoindolin-1-one FC1=CC=2N(C=C1)C(=CN2)C2=C1CNC(C1=C(C=C2)NC2=NC=C(C=C2)[C@@H]2C(N(CC2)C)=O)=O